9-(4-Methylpiperazin-1-carbonyl)-8-(trifluoromethyl)pyrido[2,3-b]phenazin-5,12-dion CN1CCN(CC1)C(=O)C1=C(C=C2N=C3C(C4=C(C(C3=NC2=C1)=O)N=CC=C4)=O)C(F)(F)F